CC1C2=C(NC(C3=C1C=CC=C3)=O)C=C(C=C2)C(=O)O 11-methyl-6-oxo-6,11-dihydro-5H-dibenzo[b,e]azepine-3-carboxylic acid